C(N)(OC1=C(C(=CC=C1)C(C)(C)C)CN)=O Tert-butyl-2-aminomethylphenyl carbamate